(1R,2S,5S)-2-(((7-Fluoroquinolin-6-yl)methyl)amino)-5-(((S)-1-(imidazo[1,2-a]pyridin-8-yl)ethyl)amino)cyclohexan-1-ol FC1=C(C=C2C=CC=NC2=C1)CN[C@@H]1[C@@H](C[C@H](CC1)N[C@@H](C)C=1C=2N(C=CC1)C=CN2)O